2-Methoxy-4-(trifluoromethyl)pyridine-3-sulfonyl chloride COC1=NC=CC(=C1S(=O)(=O)Cl)C(F)(F)F